IC=1C=NC=C(C1)OC 3-iodo-5-methoxypyridine